methyl (2s,3r)-2,3-dihydroxybutyrate O[C@H](C(=O)OC)[C@@H](C)O